2-(3-(chloromethyl)phenyl)-5-(2-methyl-[1,1'-biphenyl]-3-yl)-1,3,4-thiadiazole ClCC=1C=C(C=CC1)C=1SC(=NN1)C=1C(=C(C=CC1)C1=CC=CC=C1)C